L-3,5-dinitrosalicylic acid [N+](=O)([O-])C1=C(C(C(=O)O)=CC(=C1)[N+](=O)[O-])O